O=C(CCOCCC)N1CC=2N(CC1)C1=NC=C(N=C1C2)C(F)(F)F 1-(3-oxo-3-(2-(trifluoromethyl)-6,7-dihydropyrrolo[1,5-a:2,3-b']dipyrazin-8(9H)-yl)propoxy)propan